CC1=C(C(=C(C1([Hf]C=1C(C2=CC(=C(C=C2C1)C)C)CC(C)C1=CC=CC=C1)C)C)C)C pentamethylcyclopentadienyl(1-(2-phenylpropyl)-5,6-dimethylindenyl)hafnium